(Z)-1-(4-amino-2-fluorobut-2-en-1-yl)-4-(3-(ethylsulfonyl)phenyl)-N-methyl-1H-benzo[d][1,2,3]triazol-6-carboxamide NC\C=C(\CN1N=NC2=C1C=C(C=C2C2=CC(=CC=C2)S(=O)(=O)CC)C(=O)NC)/F